N1(C=NC=C1)C(COC)=NC1=CC=C(C=C1)Cl N-(1-(1H-Imidazol-1-yl)-2-methoxyethylidene)-4-chloroaniline